C1(=CC=CC=C1)C1=NOC(=N1)C1CN(CCC1)C(CN1N=NN=C1)=O 1-(3-(3-phenyl-1,2,4-oxadiazol-5-yl)piperidin-1-yl)-2-(1H-tetrazol-1-yl)ethan-1-one